C(C1=CC=CC=C1)SC1=C(C=CC(=C1)F)OCCOC 2-(benzylsulfanyl)-4-fluoro-1-(2-methoxyethoxy)benzene